OCC(C(C1=CC=CC=C1)=O)(O)C1=CC=CC=C1 α-hydroxymethylbenzoin